C(C1=CC=CC=C1)OCC1=NN(C(N1CC)=O)C=1C=C2C(=CC(=NC2=CC1F)C1=CC(=NC=C1C)OC)C(C)C 3-((benzyloxy)methyl)-4-ethyl-1-(7-Fluoro-4-isopropyl-2-(2-methoxy-5-methylpyridin-4-yl)quinolin-6-yl)-1H-1,2,4-triazol-5(4H)-one